FC(C(=O)O)(F)F.NS(=O)(=O)C1=CC=C(C=C1)CNC1=NC(=NC(=C1C)N1CCNCC1)NC=1SC(=C(N1)C)C(=O)OCC ethyl 2-[[4-[[[4-(aminosulfonyl) phenyl] methyl] amino]-5-methyl-6-(1-piperazinyl)-2-pyrimidinyl] amino]-4-methyl-5-thiazolecarboxylate trifluoroacetate